Phenyl-[(biphenylyl)(dimethylfluorenyl)triazinyl]dibenzofuran C1(=CC=CC=C1)C1=C(C2=C(OC3=C2C=CC=C3)C=C1)C1=NN=NC(=C1C1=C(C(=CC=3C2=CC=CC=C2CC13)C)C)C1=C(C=CC=C1)C1=CC=CC=C1